1-(4-Bromophenyl)-3-(1-phenylpiperidin-2-yl)-1H-pyrrole-2,5-dione BrC1=CC=C(C=C1)N1C(C(=CC1=O)C1N(CCCC1)C1=CC=CC=C1)=O